[OH-].C(C)OCCCN1C=[N+](C=C1)CCCOCC 1,3-bis(3-ethoxypropyl)imidazolium hydroxide